C1(=CC=CC=2CCCCC12)NC=1NCCN1 2-(5,6,7,8-tetrahydronaphthalen-1-ylamino)-2-imidazoline